sodium (2S,5R)-7-oxo-N-[2-(2-oxoimidazolidin-1-yl)ethoxy]-6-(sulfooxy)-1,6-diazabicyclo[3.2.1]octane-2-carboxamide O=C1N([C@@H]2CC[C@H](N1C2)C(=O)NOCCN2C(NCC2)=O)OS(=O)(=O)O.[Na]